OCC1=CC=[N+](C=C1)[O-] 4-(hydroxymethyl)pyridine 1-oxide